COC1=C(C2=C(N(C(N2C)=O)N2CCCCC2)C=C1)N1CCNCC1 (5-methoxy-3-methyl-2-oxo-4-piperazin-1-yl-benzimidazol-1-yl)piperidine